N-(5,11-dioxo-6,7,8,9,10,11-hexahydro-5H-cyclohepta[b]naphthalen-8-yl)acetamide O=C1C2=C(C(C=3C=CC=CC13)=O)CCC(CC2)NC(C)=O